NC1=CC=CC(=N1)S(=O)(=O)NC(=O)C=1C(=NC(=CC1)C1=CC(=CC(=C1)OCC(C)C)F)N1C(CCCC1)C N-[(6-Amino-2-pyridyl)sulfonyl]-6-(3-fluoro-5-isobutoxyphenyl)-2-(2-methyl-1-piperidyl)pyridin-3-carboxamid